FC=1C=C(C=C(C1)F)[C@@H]1CCN2N1C(C1(C2)CCN(CC1)C1=NC(=NC=C1)C)=O (S)-7'-(3,5-difluorophenyl)-1-(2-methylpyrimidin-4-yl)dihydro-1'H,3'H,5'H-spiro[piperidine-4,2'-pyrazolo[1,2-a]pyrazol]-1'-one